C(CCCCCCCCCCCCCCCCC)(=O)[O-].[Cu+2].C(CCCCCCCCCCCCCCCCC)(=O)[O-] copper(II) stearate